FC(C(C)C(C(=O)OCC)(CC(=O)OCC)C)(F)F diethyl 2-(1,1,1-trifluoro-2-propyl)-2-methylsuccinate